ClC1=NC=C(C(=C1)C1=C(C=NC(=C1)C)C(=O)NC1=NN2C(S1)=NC(=C2)C2CC(C2)O)OC 2'-chloro-N-(6-(3-hydroxycyclobutyl)imidazo[2,1-b][1,3,4]thiadiazol-2-yl)-5'-methoxy-6-methyl-[4,4'-bipyridine]-3-carboxamide